FC1=C(C=CC2=C1N=N[Se]2)[N+](=O)[O-] 4-Fluoro-nitrobenzoselenadiazole